ClC=1N=C(NC1Cl)CNCC1=C(C=C(C=C1)OC)OC [(4,5-dichloro-1H-imidazol-2-yl)methyl][(2,4-dimethoxyphenyl)methyl]amine